8-(3-chloro-2-fluorophenyl)-2-({1-[(1S,2S)-2-fluorocyclopropane-1-carbonyl]azetidin-3-yl}amino)-8-methyl-7,8-dihydropyrido[4,3-d]pyrimidin-5(6H)-one ClC=1C(=C(C=CC1)C1(CNC(C2=C1N=C(N=C2)NC2CN(C2)C(=O)[C@H]2[C@H](C2)F)=O)C)F